FC1=C(C=CC(=C1)C(=O)NC1=CC(=C(C=C1)O)NS(=O)(=O)N1CCOCC1)C1=CC=CC=C1 fluoro-N-(4-hydroxy-3-(morpholine-4-sulfonylamino)phenyl)-[1,1'-biphenyl]-4-carboxamide